O=C(C=C)NC(CC)S(=O)(=O)O [(1-oxo-2-propenyl)amino]1-propanesulfonic acid